C(C)C=1C(NC=2C=C(C=NC2C1)CN1CCC1)=O 1-((7-ethyl-6-oxo-5,6-dihydro-1,5-naphthyridin-3-yl)methyl)azetidine